(-)-8-((1R,2R)-2-hydroxy-2-(methyl-d3)cyclopentyl)-6-(methyl-d3)-2-((1-(methylsulfonyl)piperidin-4-yl-3,3,5,5-d4)-amino)pyrido[2,3-d]pyrimidin-7(8H)-one O[C@]1([C@@H](CCC1)N1C(C(=CC2=C1N=C(N=C2)NC2C(CN(CC2([2H])[2H])S(=O)(=O)C)([2H])[2H])C([2H])([2H])[2H])=O)C([2H])([2H])[2H]